FC=1C=C(C[C@H](N)C(=O)O)C=CC1O 3-fluorotyrosine